N1(C=NC=C1)C1CN(C1)C=1C2=C(N=C(N1)OC[C@]13CCCN3C[C@@H](C1)F)C(=C(N=C2)C2=CC(=CC1=CC=C(C(=C21)CC)F)O)F 4-(4-(3-(1H-Imidazol-1-yl)azetidin-1-yl)-8-fluoro-2-(((2R,7aS)-2-fluorotetrahydro-1H-pyrrolizin-7a(5H)-yl)methoxy)pyrido[4,3-d]pyrimidin-7-yl)-5-ethyl-6-fluoronaphthalen-2-ol